(R)-3-(((3-(3,3-difluorobutyl)-5-(4,4-difluorocyclohexyl)-2-methyl-1,1-dioxido-7-(trifluoromethyl)-2,3,4,5-tetrahydrobenzo[f][1,2,5]thiadiazepin-8-yl)oxy)methyl)-6-methylpicolinate FC(CC[C@H]1N(S(C2=C(N(C1)C1CCC(CC1)(F)F)C=C(C(=C2)OCC=2C(=NC(=CC2)C)C(=O)[O-])C(F)(F)F)(=O)=O)C)(C)F